2-(2-chlorobenzyl)acrylic acid ClC1=C(CC(C(=O)O)=C)C=CC=C1